4-allyloxybenzoyloxydiphenol C(C=C)OC1=CC=C(C(=O)C=2C(=C(C=CC2)O)OC2=C(C=CC=C2)O)C=C1